N-tert-butyl-2-(difluoromethoxy)-4-(2,5-dimethylpyrrol-1-yl)-6-methoxy-benzamide C(C)(C)(C)NC(C1=C(C=C(C=C1OC)N1C(=CC=C1C)C)OC(F)F)=O